BrC=1C(=C2CCN=CC2=CC1)F 6-bromo-5-fluoro-3,4-dihydroisoquinoline